BrC=1C=C2CC[C@H](CC2=CC1C)NC(OCC1=CC=CC=C1)=O benzyl (R)-(6-bromo-7-methyl-1,2,3,4-tetrahydronaphthalen-2-yl)carbamate